OC(CNC(COC1=CC2=C(OC[C@@H](C(N2C)=O)NC(OC(C)(C)C)=O)C=C1)=O)(C)C tert-butyl (S)-(7-(2-((2-hydroxy-2-methylpropyl)amino)-2-oxoethoxy)-5-methyl-4-oxo-2,3,4,5-tetrahydrobenzo[b][1,4]oxazepin-3-yl)carbamate